Ammonium hydrogen-sulfat S(=O)(=O)(O)[O-].[NH4+]